4,6-bis[(octylthio)methyl]o-cresol methyl-(2S,3R)-3-hydroxy-2-(methoxymethyl)-2-methyl-2,3-dihydrobenzofuran-5-carboxylate C[C@@]1([C@](OC2=C1C=C(C=C2)C(=O)OC2=C(C=C(C=C2C)CSCCCCCCCC)CSCCCCCCCC)(C)COC)O